ClC1=CC=C(C2=C1C=C(O2)F)COC2=CC=CC(=N2)C2CCC(CC2)CC2=NC1=C(N2C[C@H]2OCC2)C=C(C=C1)C(=O)OC methyl (S)-2-((4-(6-((4-chloro-2-fluorobenzofuran-7-yl)methoxy)pyridin-2-yl)cyclohexyl)methyl)-1-(oxetan-2-ylmethyl)-1H-benzo[d]imidazole-6-carboxylate